Nα-((tert-butoxycarbonyl)-L-leucyl)-1-methyl-D-tryptophan C(C)(C)(C)OC(=O)N[C@@H](CC(C)C)C(=O)N[C@H](CC1=CN(C2=CC=CC=C12)C)C(=O)O